8-methoxy-2-(trifluoromethyl)-3-(4-(3,3,3-trifluoropropyl)phenyl)-4H-pyrido[1,2-a]pyrimidin-4-one COC1=CC=2N(C(C(=C(N2)C(F)(F)F)C2=CC=C(C=C2)CCC(F)(F)F)=O)C=C1